C(CCCCCCCCCCCCCCC(C)C)(=O)OC(CC)OC(CCCCCCCCCCCCCCC(C)C)=O propandiol diisostearate